O1C(CCCCCCCCC\C=C/CCC1)=O (Z)-Oxacyclohexadec-12-en-2-one